NC1=C2C(=NC=N1)N(N=C2C2=CC=C(C=C2)OC2=CC=CC=C2)C2CCN(CC2)C2CCC1(CN(C1)C(=O)OC(C)(C)C)CC2 tert-butyl 7-(4-(4-amino-3-(4-phenoxyphenyl)-1H-pyrazolo[3,4-d]pyrimidin-1-yl)piperidin-1-yl)-2-azaspiro[3.5]nonane-2-carboxylate